1,3-diisopropylimidazole hydrochloride Cl.C(C)(C)N1CN(C=C1)C(C)C